(2E,4E)-N-((2S,3R)-3-hydroxy-1-(((5S,8S,10S,E)-10-hydroxy-5-isopropyl-2,7-dioxo-1,6-diazacyclododec-3-en-8-yl)amino)-1-oxobutan-2-yl)-11-methyldodeca-2,4-dienamide O[C@@H]([C@@H](C(=O)N[C@@H]1C(N[C@H](/C=C/C(NCC[C@@H](C1)O)=O)C(C)C)=O)NC(\C=C\C=C\CCCCCC(C)C)=O)C